cis-2,5-dihydroxymethyl-tetrahydrofuran OC[C@@H]1O[C@@H](CC1)CO